pyridoxal-P N1=C(C)C(O)=C(C=O)C(COP(=O)(O)O)=C1